5-(2-diethylamino-ethyl)-2-(5-fluoro-2-oxo-1,2-dihydro-indol-3-ylidene-methyl)-3-methyl-1,5,6,7-tetrahydro-pyrrolo[3,2-c]pyridin-4-one C(C)N(CCN1C(C2=C(CC1)NC(=C2C)C=C2C(NC1=CC=C(C=C21)F)=O)=O)CC